ClC1=CC=C(C=N1)NC1=NC=CC2=CC(=CC=C12)NC(=O)C1(CC1)CO N-(1-((6-chloropyridin-3-yl)amino)isoquinolin-6-yl)-1-(hydroxymethyl)cyclopropane-1-carboxamide